4-(trifluoromethyl)-1-benzofuran-7-carboxylic acid methyl ester COC(=O)C1=CC=C(C=2C=COC21)C(F)(F)F